2-methyl-α-hydroxyiminophenylacetic acid CC1=C(C=CC=C1)C(C(=O)O)=NO